tert-butyl (R)-(2-(allyloxy)-1-(4-(2-methoxyquinolin-3-yl)-1-((2-(trimethylsilyl)ethoxy)methyl)-1H-imidazol-2-yl)ethyl)carbamate C(C=C)OC[C@@H](C=1N(C=C(N1)C=1C(=NC2=CC=CC=C2C1)OC)COCC[Si](C)(C)C)NC(OC(C)(C)C)=O